Androst-5-en-17-one-3β-yl succinate C(CCC(=O)[O-])(=O)O[C@@H]1CC2=CC[C@H]3[C@@H]4CCC([C@@]4(C)CC[C@@H]3[C@]2(CC1)C)=O